C(C)(C)(C)OC(=O)N1CC(CC1)CCC(=O)O 3-[1-(tert-butoxycarbonyl)pyrrolidin-3-yl]propionic acid